(S)-1-(3-chlorophenyl)-3-(isoquinolin-4-yl)-2-oxoimidazoline-4-carbonitrile ClC=1C=C(C=CC1)N1C(N([C@@H](C1)C#N)C1=CN=CC2=CC=CC=C12)=O